(bromomethyl)-2-butyl-hexanoic acid BrCC(C(=O)O)(CCCC)CCCC